tert-butyl N-[(2R)-3-[(2-bromo-4-nitro-3-pyridyl)amino]-2-ethoxy-propyl]-N-methyl-carbamate BrC1=NC=CC(=C1NC[C@H](CN(C(OC(C)(C)C)=O)C)OCC)[N+](=O)[O-]